[Ir+3].C=1(C(CC=CC1)=O)C1=CC=CC=C1 biphenylone iridium(III)